C(C)N(C1=CC=C(C=C1)C1NC=2C=CC3=C(C2C=2CC(CC(C12)=O)(C)C)C=CC=C3)CC 5-(4-(diethylamino)phenyl)-2,2-dimethyl-2,3,5,6-tetrahydrobenzo[a]phenanthridin-4(1H)-one